NC1=NC2=C(C=C(C=C2C(=N1)C)C=1C=C(C(=NC1)OC)C=1C(=C(C=CC1F)S(=O)(=O)N)F)OC1CCCC1 (5-(2-amino-8-(cyclopentyloxy)-4-methylquinazolin-6-yl)-2-methoxypyridin-3-yl)-2,4-difluorobenzenesulfonamide